5-(pyrrolidin-1-yl)-N-(1-(3,4,5-trimethoxyphenyl)-1H-imidazol-4-yl)thiazolo[5,4-d]pyrimidin-7-amine N1(CCCC1)C=1N=C(C2=C(N1)SC=N2)NC=2N=CN(C2)C2=CC(=C(C(=C2)OC)OC)OC